(2E)-2-{2-[({[(1E)-1-(3-{[(E)-1-Fluoro-2-phenylvinyl]oxy}phenyl)ethyliden]amino}oxy)methyl]-phenyl}-2-(methoxyimino)-N-methylacetamid F\C(=C\C1=CC=CC=C1)\OC=1C=C(C=CC1)\C(\C)=N\OCC1=C(C=CC=C1)\C(\C(=O)NC)=N/OC